2-spiro[3.3]heptane-2-ylethanol C1C(CC12CCC2)CCO